5-phenyl-pyrrolidine-2-carboxylic acid C1(=CC=CC=C1)C1CCC(N1)C(=O)O